C(C)(=O)N[C@@H](CC(C)C)C(=O)N[C@@H](CC(C)C)C(=O)N[C@@H](CCSC)C=O N-acetyl-leucyl-leucyl-methioninal